C(#N)C1=CC(=NC=C1OC(C)C)C#CC1=CC=C(CN2CC(C2)C(=O)O)C=C1 1-(4-((4-cyano-5-isopropoxypyridin-2-yl)ethynyl)benzyl)azetidine-3-carboxylic acid